C(C1=CC=CC=C1)S(=O)(=O)NC(C1=CC=C(C=C1)N1CCN(CC1)C(=O)C=1C=NC=C(C1)C#CC1=CC=C(C=C1)OC1OCCCC1)=O N-benzylsulfonyl-4-[4-[5-[2-[4-(oxane-2-yloxy)phenyl]ethynyl]pyridin-3-carbonyl]piperazine-1-yl]benzamide